O[C@@H](C)C=1N(C=CN1)CC1=NOC(=C1)C1=CC=C(C=C1)C#CC1=CC=C(CNCCC(=O)O)C=C1 (S)-3-((4-((4-(3-((2-(1-hydroxyethyl)-1H-imidazol-1-yl)methyl)isoxazol-5-yl)phenyl)ethynyl)benzyl)amino)propanoic acid